ClC=1C(=NC(=NC1)N[C@@H]1CN(CCC1)C(C)=O)C1=CC2=C(OCCN2C(C)C)C(=C1)F (S)-1-(3-((5-chloro-4-(8-fluoro-4-isopropyl-3,4-dihydro-2H-benzo[b][1,4]oxazin-6-yl)pyrimidin-2-yl)amino)piperidin-1-yl)ethan-1-one